5-[4-[3,3-Difluoro-4-[2-(1-piperidyl)ethoxy]pyrrolidin-1-yl]pyrrolo[2,1-f][1,2,4]triazin-6-yl]-1H-pyrimidine-2,4-dione formate salt C(=O)O.FC1(CN(CC1OCCN1CCCCC1)C1=NC=NN2C1=CC(=C2)C=2C(NC(NC2)=O)=O)F